SCCSCC1SC(CC1)CSCCS 2,5-di-(mercaptoethylthiomethyl)tetrahydrothiophene